ClC=1C(=C(C=CC1F)N(C(=O)[C@H]1N(C(NC1)=O)C1=CC(=C2C(=N1)N(C=C2)C)C(F)(F)F)C)F (S)-N-(3-chloro-2,4-difluorophenyl)-N-methyl-3-(1-methyl-4-(trifluoromethyl)-1H-pyrrolo[2,3-b]pyridin-6-yl)-2-oxoimidazolidine-4-carboxamide